C(C=C)(=O)N1CCC(CC1)C1=CNC=2N=CN=C(C21)NC2=C(C(=C(OC1=CC(=NC=C1)NC(=O)C1CC1)C=C2)Cl)F N-(4-(4-((5-(1-acryloylpiperidin-4-yl)-7H-pyrrolo[2,3-d]pyrimidin-4-yl)amino)-2-chloro-3-fluorophenoxy)pyridin-2-yl)cyclopropanecarboxamide